FC(C1=CC=C(C=C1)C=1C=C(C=C(C1)C1=NOC=N1)C=O)(F)F 3-(4-(trifluoromethyl)phenyl)(5-(1,2,4-oxadiazolyl)phenyl)methanone